BrC=1C=CC(=NC1CC)C=1N=NN(C1COC=1N=NN(C1C(=O)OCC)CC1=CC=C(C=C1)OC)C ethyl 4-((4-(5-bromo-6-ethylpyridin-2-yl)-1-methyl-1H-1,2,3-triazol-5-yl)methoxy)-1-(4-methoxybenzyl)-1H-1,2,3-triazole-5-carboxylate